C(C)OC(CN1N=NC(=C1C(=O)OCC)C(F)(F)F)=O ethyl 1-(2-ethoxy-2-oxoethyl)-4-(trifluoromethyl)-1H-1,2,3-triazole-5-carboxylate